FC1(CCC(CC1)NC1=CC(=NC(=N1)N1N=C(C=C1)C)OC1CC(C1)N(C(OC)=O)C)F methyl (3-((6-((4,4-difluorocyclohexyl)amino)-2-(3-methyl-1H-pyrazol-1-yl)pyrimidin-4-yl)oxy) cyclobutyl)(methyl)carbamate